CN1N=C(C=C1C)NC1=NC=C(C(=N1)C1=CNC2=C(C=CC=C12)N1C(C2=CC=CC(=C2C1)NC(=O)C1CCOCC1)=O)C N-(2-(3-(2-((1,5-dimethyl-1H-pyrazol-3-yl)amino)-5-methylpyrimidin-4-yl)-1H-indol-7-yl)-1-oxoisoindolin-4-yl)tetrahydro-2H-pyran-4-carboxamide